The molecule is a tripeptide composed of L-glutamic acid, L-alanine, and glycine residues joined in sequence by peptide linkages. It has a role as a mammalian metabolite. It derives from a L-glutamic acid, a L-alanine and a glycine. C[C@@H](C(=O)NCC(=O)O)NC(=O)CC[C@@H](C(=O)O)N